FC1=C(C(=C(C(=C1OC(C1=CC(=C(C=C1)C(F)(F)F)N1C(NC(CC1)=O)=O)=O)F)F)F)F 3-(2,4-dioxotetrahydropyrimidine-1(2H)-yl)-4-(trifluoromethyl)benzoic acid pentafluorophenyl ester